Phenyl 3-deoxy-3-[4-(3,4,5-trifluorophenyl)-1H-1,2,3-triazol-1-yl]-1-thio-α-D-galactopyranoside FC=1C=C(C=C(C1F)F)C=1N=NN(C1)[C@@H]1[C@H]([C@@H](SC2=CC=CC=C2)O[C@@H]([C@@H]1O)CO)O